5,13-Dimethyldotriacontane CC(CCCC)CCCCCCCC(CCCCCCCCCCCCCCCCCCC)C